NC1=CC2=C(OCO2)C2=C1C([C@@H](C2)NC(C)=O)=O N-[(7R)-5-amino-6-oxo-7,8-dihydrocyclopenta[g][1,3]benzodioxol-7-yl]acetamide